COC=1C=C2C(=CNC2=CC1)CCCC1=CC=C(C=C1)S(=O)(=O)N (2-(5-methoxy-1H-indol-3-yl)ethyl)-4-toluenesulfonamide